NC=1C=2N(C3=CC(=C(C=C3N1)F)C(=O)N([C@@H]1COC3=C1C=CC(=C3)C=3C=NN(C3)C(F)(F)F)C)C=NC2 (S)-4-amino-7-fluoro-N-methyl-N-(6-(1-(trifluoromethyl)-1H-pyrazol-4-yl)-2,3-dihydrobenzofuran-3-yl)imidazo[1,5-a]quinoxaline-8-carboxamide